2-methyl-5-((1-methyl-1H-pyrazol-4-yl)methoxy)-2H-indazole-3-carboxylate CN1N=C2C=CC(=CC2=C1C(=O)[O-])OCC=1C=NN(C1)C